1-bromo-3-chloronaphtho[2,1-b]benzofuran BrC1=CC(=CC=2C=CC=3OC4=C(C3C12)C=CC=C4)Cl